5-[5-(2-bromophenyl)-1,2,4-oxadiazol-3-yl]-1-cyclopentyl-1H-1,2,3-benzotriazole BrC1=C(C=CC=C1)C1=NC(=NO1)C1=CC2=C(N(N=N2)C2CCCC2)C=C1